C(C)(C)(C)OC(=O)N1[C@@H](C[C@@H](C1)OC1=NC=C(C=C1N1CCOC2(COC2)[C@@H]1C)C#C)C(=O)O (2S,4S)-1-[(tert-Butoxy)carbonyl]-4-({5-ethynyl-3-[(9S)-9-methyl-2,5-dioxa-8-azaspiro[3.5]nonan-8-yl]pyridin-2-yl}oxy)pyrrolidine-2-carboxylic acid